NC1=NC=2C=C(C(=CC2C2=C1COC2)C(=O)N([C@H](C)C2=NC=C(C=C2)C(F)(F)F)C(C)C)Cl 4-amino-7-chloro-N-(2-propanyl)-N-((1R)-1-(5-(trifluoromethyl)-2-pyridinyl)ethyl)-1,3-dihydrofuro[3,4-c]quinoline-8-carboxamide